ethylenebismontanoic acid amide C(CCCCCCCCCCCCCCCCCCCCCCCCCCCCC(=O)N)CCCCCCCCCCCCCCCCCCCCCCCCCCCC(=O)N